FC(OC=1C=C(C=CC1)C1=NN(C=2C1=NC=C(C2)C(=O)NC2(CS(C2)(=O)=O)C)C2CC(OCC2)(C)C)F 3-(3-(difluoromethoxy)phenyl)-1-(2,2-dimethyltetrahydro-2H-pyran-4-yl)-N-(3-methyl-1,1-dioxidothietan-3-yl)-1H-pyrazolo[4,3-b]pyridine-6-carboxamide